(2R,3R,4S,5S)-2-(6-aminopurin-9-yl)-5-(fluoromethyl)oxolane-3,4-diol NC1=C2N=CN(C2=NC=N1)[C@@H]1O[C@@H]([C@H]([C@H]1O)O)CF